C1=CC=CC=2C3=CC=CC=C3C(C12)COC(=O)NC(C(=O)[O-])CC1=CN=CC2=CC=CC=C12 ((((9H-fluoren-9-yl)methoxy)carbonyl)amino)-3-(isoquinolin-4-yl)propanoate